tert-butyl N-[[(3S)-1-[3-amino-7-(2-fluoro-6-methyl-phenyl)-5-isoquinolyl]pyrrolidin-3-yl]methyl]carbamate NC=1N=CC2=CC(=CC(=C2C1)N1C[C@@H](CC1)CNC(OC(C)(C)C)=O)C1=C(C=CC=C1C)F